COC(=O)C=1NC2=CC=C(C=C2C1[N+](=O)[O-])Cl 5-chloro-3-nitro-1H-indole-2-carboxylic acid methyl ester